C(C)(C)N1N=C(C=2C[C@@H]3[C@H](C12)C3)C(=O)OCC ethyl (1aR,5aR)-2-Isopropyl-1a,2,5,5a-tetrahydro-1H-2,3-diazacyclopropa[a]pentalene-4-carboxylate